C(C)(C)(C)OOOC(C)C1=CC=CC=C1 (1-phenylethyl) t-butyl-peroxy ether